P(=O)(OC(C)CC)(OCCCCCCCCCCCC)[O-] sec-butyl dodecyl phosphate